[C@@H]1([C@H](O)[C@H](O)[C@H](O1)CO)N1C(N=CC=C1)=O 1-β-D-Ribofuranosyl-2(1H)-pyrimidinone